FC=1C=2N(C=C(C1OC)NC(=O)C1=CC=C(C3=C1OCO3)N3CCC(CC3)NC([O-])=O)C=C(N2)C [1-[7-[(8-fluoro-7-methoxy-2-methyl-imidazo[1,2-a]pyridin-6-yl)carbamoyl]-1,3-benzodioxol-4-yl]-4-piperidyl]carbamate